C(C)(C)(C)OC(C1=CC(=C(C(=C1)C)C(C)(CCO)C)OP(=O)(OC(C)(C)C)OC(C)(C)C)=O 3-((di-tert-butoxyphosphoryl)oxy)-4-(4-hydroxy-2-methylbutan-2-yl)-5-methylbenzoic acid tert-butyl ester